1,4-dihydro-2,6-dimethyl-4-(3-nitrophenyl)-3,5-pyridinedicarboxylic acid 2-methoxyethyl ester (E)-cinnamate C(\C=C\C1=CC=CC=C1)(=O)O.COCCOC(=O)C1=C(NC(=C(C1C1=CC(=CC=C1)[N+](=O)[O-])C(=O)O)C)C